4-(1,2,3,4-tetrahydro-2,6-naphthyridin-4-yl)benzene-1,2-diol C1NCC(C2=CN=CC=C12)C=1C=C(C(=CC1)O)O